OC1CN(CC1)C1=C(C(=O)N)C=C(C=N1)C1=NNC=C1 (3-hydroxypyrrolidin-1-yl)-5-(1H-pyrazol-3-yl)nicotinamide